1-[3-(trifluoromethyl)phenyl]ethane-1-one hydrazone FC(C=1C=C(C=CC1)C(C)=NN)(F)F